(E)-1,3-dichloropropene Cl\C=C\CCl